The molecule is a sulfonamide consisting of brinzolamide lacking hydrogens at positions 3 and 4 and also lacking the N(4)-ethyl group. It derives from a brinzolamide. COCCCN1C=C(C2=C(S1(=O)=O)SC(=C2)S(=O)(=O)N)N